Aluminum alloyl-aluminum C(C=C)(=O)[Al].[Al]